N-methyl-N'-nitro-Nitroguanidine CN(C(=N)N[N+](=O)[O-])[N+](=O)[O-]